O1CCC(=CC1)C=1C=NC2=CC=C(C=C2C1)C1=C(N=CN1C(C)C)C1=CC=C(C=C1)F 3-(3,6-dihydro-2H-pyran-4-yl)-6-(4-(4-fluorophenyl)-1-isopropyl-1H-imidazol-5-yl)quinoline